(4-((2-amino-3-chloropyridin-4-yl)oxy)-3-fluorophenyl)-1-(4-fluorophenyl)-6-(hydroxymethyl)-2-keto-1,2-dihydropyridine-3-carboxamide NC1=NC=CC(=C1Cl)OC1=C(C=C(C=C1)C1=C(C(N(C(=C1)CO)C1=CC=C(C=C1)F)=O)C(=O)N)F